5-((7-chloro-2-phenoxy-1H-benzo[d]imidazol-6-yl)thio)pyrazin-2-yl-3-methyl-2-oxa-8-azaspiro[4.5]decane-4-amine ClC1=C(C=CC2=C1NC(=N2)OC2=CC=CC=C2)SC=2N=CC(=NC2)C2OC(C(C21CCNCC1)N)C